O1[C@H]2CN[C@@H](C3=C1C=C(C=C3)C(=O)OCC)C2 ethyl (2R,5R)-2,3,4,5-tetrahydro-2,5-methanobenzo[f][1,4]oxazepine-8-carboxylate